NCC[Si](O)(O)O (2-Aminoethyl)silanetriol